C(C)OC=1C=C(C=CC1C=1NC(C2=C(N1)NN=N2)=O)C2=CC(=CC=C2)\C=C/2\C(NC(S2)=O)=O (Z)-5-((3'-Ethoxy-4'-(7-oxo-6,7-dihydro-3H-[1,2,3]triazolo[4,5-d]pyrimidin-5-yl)-[1,1'-biphenyl]-3-yl)methylene)thiazolidine-2,4-dione